(R)-5,8-dimethyl-7-propyl-2-(((1-(3,4,5-trifluorobenzyl)-1H-pyrazol-4-yl)methyl)amino)-7,8-dihydropteridin-6(5H)-one CN1C=2C=NC(=NC2N([C@@H](C1=O)CCC)C)NCC=1C=NN(C1)CC1=CC(=C(C(=C1)F)F)F